3-(1-oxo-5-(((1R,2S)-2-(3-(quinolin-2-yl)azetidin-1-yl)cyclohexyl)oxy)isoindolin-2-yl)piperidine-2,6-dione O=C1N(CC2=CC(=CC=C12)O[C@H]1[C@H](CCCC1)N1CC(C1)C1=NC2=CC=CC=C2C=C1)C1C(NC(CC1)=O)=O